C(C1=CC=CC=C1)(=O)N1CCN(C2=CC=CC=C12)C(=O)NCC1CN(CC1)C 4-benzoyl-N-((1-methylpyrrolidin-3-yl)methyl)-3,4-dihydroquinoxaline-1(2H)-carboxamide